7-bromo-2-{2,6-difluoro-4-[(3S)-3-fluoropyrrolidine-1-sulfonyl]phenyl}-3-fluoro-4-methylquinoline BrC1=CC=C2C(=C(C(=NC2=C1)C1=C(C=C(C=C1F)S(=O)(=O)N1C[C@H](CC1)F)F)F)C